C(C)(C)(C)OC(C(CC1=CC=NC=C1)N=C(C1=CC=CC=C1)C1=CC=CC=C1)=O 2-((diphenylmethylene)amino)-3-(pyridin-4-yl)propionic acid tert-butyl ester